tert-butyl (3R,4R)-3-(benzyloxycarbonylamino methyl)-4-hydroxy-pyrrolidine-1-carboxylate C(C1=CC=CC=C1)OC(=O)NC[C@@H]1CN(C[C@@H]1O)C(=O)OC(C)(C)C